9-(benzo[d][1,3]dioxol-5-yl)-6,7-dimethoxynaphtho[2,3-c]furan-1(3H)-one O1COC2=C1C=CC(=C2)C2=C1C=C(C(=CC1=CC1=C2C(OC1)=O)OC)OC